C1=CC=CC=2C3=CC=CC=C3C(C12)COC(=O)N[C@@H](CCCC(=O)N1[C@@H]2CN([C@H](C1)C2)C(=O)OC(C)(C)C)C(=O)NCCC(=O)OCC=C tert-butyl (1S,4S)-5-((S)-5-((((9H-fluoren-9-yl)methoxy)carbonyl)amino)-6-((3-(allyloxy)-3-oxopropyl)amino)-6-oxohexanoyl)-2,5-diazabicyclo[2.2.1]heptane-2-carboxylate